(trans)-3-[[2-[(2-hydroxy-1,2-benzoxaborole-7-yl)amino]-5-methyl-pyrimidin-4-yl]amino]tetrahydropyran-4-carbonitrile OB1OC2=C(C1)C=CC=C2NC2=NC=C(C(=N2)N[C@@H]2COCC[C@H]2C#N)C